NC(CCN)[SiH]([Si](C)(C)C)C 1,3-diaminopropyl-tetramethyl-disilane